(d)-3-(3-azido-3-methylbutan-2-ylidene)azetidine-1-carboxylic acid-9-fluorenylmethyl ester C1=CC=CC=2C3=CC=CC=C3C(C12)COC(=O)N1CC(C1)=C(C)C(C)(C)N=[N+]=[N-]